C(C(C)C)OC1=CN=CC(=N1)NC=1C(=NOC1C1=CC=C(C=N1)OC[C@@H]1[C@H](CCCC1)C(=O)O)C (1S,2S)-2-(((6-(4-((6-isobutoxypyrazin-2-yl)amino)-3-methylisoxazol-5-yl)pyridin-3-yl)oxy)methyl)cyclohexane-1-carboxylic acid